2'-Chloro-N-(5-(2-chloro-6-methoxy-nicotinoyl)-5,6-dihydro-4H-pyrrolo[3,4-d]thiazol-2-yl)-5'-methoxy-6-methyl-[4,4'-bipyridine]-3-carboxamide ClC1=NC=C(C(=C1)C1=C(C=NC(=C1)C)C(=O)NC=1SC2=C(N1)CN(C2)C(C2=C(N=C(C=C2)OC)Cl)=O)OC